NC(C(=O)O)[C@@H]1CC[C@H](CC1)NC trans-α-amino-4-methylamino-cyclohexaneacetic acid